methyl 3-(9-((4-(aminomethyl)-2,6-dimethylphenyl)carbamoyl)-4,5-dihydrobenzo[b]thieno[2,3-d]oxepin-8-yl)-6-(isopropylcarbamoyl)picolinate NCC1=CC(=C(C(=C1)C)NC(=O)C1=CC2=C(OCCC3=C2SC=C3)C=C1C=1C(=NC(=CC1)C(NC(C)C)=O)C(=O)OC)C